FC1(C2CCCOC12C(=O)O)F 7,7-difluoro-2-oxabicyclo[4.1.0]heptane-1-carboxylic acid